tetraphenyl-methanetetracarboxylic acid C1(=CC=CC=C1)OC(=O)C(C(=O)OC1=CC=CC=C1)(C(=O)OC1=CC=CC=C1)C(=O)OC1=CC=CC=C1